BrC1=NC=CC(=C1)NCC=1N=C2N(C=C(C=C2N2CC3N(CC2)CC(C3)O)C3CC3)C1 2-(2-(((2-bromopyridin-4-yl)amino)methyl)-6-cyclopropylimidazo[1,2-a]pyridin-8-yl)octahydropyrrolo[1,2-a]pyrazin-7-ol